2-(4-(4-Cyano-3-(difluoromethoxy)-5-methylphenyl)piperazin-1-yl)-N,N-dimethyl-2-phenylacetamide C(#N)C1=C(C=C(C=C1C)N1CCN(CC1)C(C(=O)N(C)C)C1=CC=CC=C1)OC(F)F